NC1=C(C(=CC2=CC3=CC=CC=C3C=C12)C(=O)O)C(=O)O amino-anthracene-2,3-dicarboxylic acid